1-nonadecanoyl-2-nonanoyl-sn-glycero-3-phosphocholine C(CCCCCCCCCCCCCCCCCC)(=O)OC[C@@H](OC(CCCCCCCC)=O)COP(=O)([O-])OCC[N+](C)(C)C